N-tertiary butyl-alpha-methylnitrone C(C)(C)(C)[N+](=CC)[O-]